manganese naphthalene C1=CC=CC2=CC=CC=C12.[Mn]